trifluorophenyl-borane FC1=C(C(=C(C=C1)B)F)F